C(C=C)C1=CC(=C(C(=C1)OC)O)C#CCCCO 4-allyl-2-(5-hydroxypent-1-yn-1-yl)-6-methoxyphenol